4-(4-hydroxybutylamino)-1-butanol OCCCCNCCCCO